2-(BENZYL(METHYL)AMINO)QUINOLIN-6-YLBORONIC ACID C(C1=CC=CC=C1)N(C1=NC2=CC=C(C=C2C=C1)B(O)O)C